ammonia acetate fluoride [F-].C(C)(=O)[O-].N